(4S)-4-(2-NAPHTHYLMETHYL)-D-GLUTAMIC ACID C1=C(C=CC2=CC=CC=C12)C[C@@H](C[C@@H](N)C(=O)O)C(=O)O